8-methyl-9H-purin-2,6-diol CC=1NC2=NC(=NC(=C2N1)O)O